C1(CC1)S(=O)(=O)N1N=CC(=C1)C1=NC=CC(=N1)C1(NC=C(C(=C1)NCC1CCC(CC1)NCC(F)F)C1=NN(C=C1)C)N 2-(2-(1-(Cyclopropylsulfonyl)-1H-pyrazol-4-yl)pyrimidin-4-yl)-N4-(((1r,4r)-4-((2,2-difluoroethyl)amino)cyclohexyl)methyl)-5-(1-methyl-1H-pyrazol-3-yl)pyridine-2,4-diamine